BrC1=CC=C(C=2C(N(CC12)C1=C(C=C(C=C1)F)C)=O)C(=O)NC1=CC(=NC=C1)OC 7-bromo-2-(4-fluoro-2-methylphenyl)-N-(2-methoxypyridin-4-yl)-3-oxoisoindoline-4-carboxamide